N'-[3,5-dibromo-6-(trifluoromethyl)pyrazin-2-yl]-N-hydroxy-formamidine BrC=1C(=NC(=C(N1)Br)C(F)(F)F)N=CNO